C(N1C2=C(CCC(C1=O)NC(=O)C1=NC=CC(=C1)OC1=CC=CC=C1)C=CC(=C2)N2CC1(C2)CCOCC1)([2H])([2H])[2H] N-(1-(methyl-d3)-2-oxo-8-(7-oxa-2-azaspiro[3.5]nonan-2-yl)-2,3,4,5-tetrahydro-1H-benzo[b]azepin-3-yl)-4-phenoxypyridine-2-carboxamide